tetrahydro-2-benzothiophen-5-amine C1SCC2C1=CC=C(C2)N